O=C1C2=CC=CC=C2C=2C(=CC=CC12)C(=O)O 9-oxo-9H-fluorene-4-carboxylic acid